((3-((Cyclohexylmethyl)sulfonamido)-5-(trifluoromethyl)phenyl)carbamoyl)(3-(4-(2-methoxy-4-methylpyrimidin-5-yl)benzyl)-1,2,3-oxadiazol-3-ium-5-yl)amide C1(CCCCC1)CS(=O)(=O)NC=1C=C(C=C(C1)C(F)(F)F)NC(=O)[N-]C1=C[N+](=NO1)CC1=CC=C(C=C1)C=1C(=NC(=NC1)OC)C